2-{3-[6-(4-oxazol-4-yl-benzylamino)-pyrimidin-4-yl]-imidazo[1,2-a]pyridin-7-yloxy}-ethanol O1C=NC(=C1)C1=CC=C(CNC2=CC(=NC=N2)C2=CN=C3N2C=CC(=C3)OCCO)C=C1